CC1=C(C=C(C=C1)C)NS(=O)(=O)C1=CNC2=NC=CC=C21 N-(2,5-dimethylphenyl)-1H-pyrrolo[2,3-b]pyridine-3-sulfonamide